C(COCCC(C(=O)[O-])CC=1C=C(C=C(C1O)C(C)(C)C)C)OCCC(C(=O)[O-])CC=1C=C(C=C(C1O)C(C)(C)C)C Ethylen-bis(oxyethylen)-bis-(3-(5-tert-butyl-4-hydroxy-m-tolyl)-propionat)